methyl {[5-(3-chlorophenyl)-3-hydroxypyridin-2-yl]amino}-acetate ClC=1C=C(C=CC1)C=1C=C(C(=NC1)NCC(=O)OC)O